C(CC)NC(O[C@H]1C[C@H](CC1)C1=CC(=NN1)NC(=O)C1=CC(=NN1C)C)=O (1R,3S)-3-(3-{[(1,3-dimethyl-1H-pyrazol-5-yl)carbonyl] amino}-1H-pyrazol-5-yl)cyclopentyl propylcarbamate